(1R,3S)-3-(3-(isothiazol-3-ylamino)-1H-pyrazol-5-yl)cyclopentyl isopropylcarbamate C(C)(C)NC(O[C@H]1C[C@H](CC1)C1=CC(=NN1)NC1=NSC=C1)=O